C[C@H]1CN(CCN1)C1=CC=C(C=C1)[C@H](C)NC(CCC1=NC=2C(=NC=C(C2)C)N1CC1=CC=C(C=C1)OC(F)(F)F)=O N-{(S)-1-[4-((S)-3-Methyl-piperazin-1-yl)-phenyl]-ethyl}-3-[6-methyl-3-(4-trifluoromethoxy-benzyl)-3H-imidazo[4,5-b]pyridin-2-yl]-propionamide